ClC=1C=C(C=NC1N1[C@H]2CN([C@@H](C1)C2)C)NC=2C(=NC(=C(N2)NC)C=2C1=C(C=NC2)N(C=N1)C)C(=O)OC Methyl 3-[[5-chloro-6-[(1R,4R)-5-methyl-2,5-diazabicyclo[2.2.1]heptan-2-yl]-3-pyridyl]amino]-5-(methylamino)-6-(3-methylimidazo[4,5-c]pyridin-7-yl)pyrazine-2-carboxylate